(7S)-7-[[(R)-tert-butylsulfinyl]amino]spiro[5,7-dihydro-cyclopenta[c]pyridine-6,4'-piperidine]-1'-carboxylic acid tert-butyl ester C(C)(C)(C)OC(=O)N1CCC2(CC1)CC1=C(C=NC=C1)[C@H]2N[S@](=O)C(C)(C)C